CC(C)(C)C1=CC2=C(OP(OC3=C2C=C(C=C3C(C)(C)C)C(C)(C)C)OCCN(CCOP3OC2=C(C4=C(O3)C(=CC(=C4)C(C)(C)C)C(C)(C)C)C=C(C=C2C(C)(C)C)C(C)(C)C)CC)C(=C1)C(C)(C)C N,N-bis[2-[[2,4,8,10-tetrakis(1,1-dimethylethyl)dibenzo[d,f][1,3,2]dioxaphosphepin-6-yl]oxy]ethyl]ethylamine